3-(4-methoxyphenyl)-N-(4-methanesulfonylphenyl)imidazo[1,2-a]pyrazin-8-amine COC1=CC=C(C=C1)C1=CN=C2N1C=CN=C2NC2=CC=C(C=C2)S(=O)(=O)C